C(C#CCC)(O)O pentynediol